4-carboxy-1,1-cyclohexanediacetic acid C(=O)(O)C1CCC(CC1)(CC(=O)O)CC(=O)O